4-(1-oxo-1-thia-2-azacyclohexen-1-yl)benzoic Acid O=S1(N=CCCC1)C1=CC=C(C(=O)O)C=C1